Isopropyl ((S)-(((3aR,4R,6R,6aR)-6-(3,5-dioxo-4,5-dihydro-1,2,4-triazin-2(3H)-yl)-2,2,6a-trimethyltetrahydrofuro[3,4-d][1,3]dioxol-4-yl)methoxy)(phenoxy)phosphoryl)-L-alaninate O=C1N(N=CC(N1)=O)[C@@H]1O[C@@H]([C@@H]2[C@]1(OC(O2)(C)C)C)CO[P@](=O)(OC2=CC=CC=C2)N[C@@H](C)C(=O)OC(C)C